C(C1=CC=CC=C1)OC(=O)NCCOC1=CC=C(C=C1)C[C@@H](C(=O)OC)NC(=O)OC(C)(C)C methyl (S)-3-(4-(2-(((benzyloxy)carbonyl)amino)ethoxy)phenyl)-2-((tert-butoxycarbonyl)amino)propanoate